N[C@@H](CC(=O)OCC)C=1C=C(C=C(C1F)C)C1=C(C(=CC=C1C)F)C Ethyl (S)-3-amino-3-(3',4-difluoro-2',5,6'-trimethyl-[1,1'-biphenyl]-3-yl)propanoate